ClC1=CC=C(C=C1)C1=C(C(=NN1C1=C(C=C(C=C1)Cl)Cl)C(C(=O)NCCCCC)=O)C 2-(5-(4-chlorophenyl)-1-(2,4-dichlorophenyl)-4-methyl-1H-pyrazol-3-yl)-2-oxo-N-pentylacetamide